5,6,7-trimethoxy-1-(4-methoxyphenyl)-3,4-dihydronaphthalen-2(1H)-one COC1=C2CCC(C(C2=CC(=C1OC)OC)C1=CC=C(C=C1)OC)=O